CN(S(=O)(=O)C1=C(C=C(C(=C1)NC)[N+](=O)[O-])C)C N,N,2-trimethyl-5-(methylamino)-4-nitro-benzenesulfonamide